N1C=CC2=CC=C(C=C12)CNC1=CN=C2C(=N1)N=C(C=C2)N2C[C@@H](CCC2)O (3R)-1-{3-[(1H-indol-6-ylmethyl)amino]pyrido[2,3-b]pyrazin-6-yl}piperidin-3-ol